methyl-bis[(trimethylsiloxy)dimethylsiloxy]silane C[SiH](O[Si](O[Si](C)(C)C)(C)C)O[Si](C)(C)O[Si](C)(C)C